2-{6-methylimidazo[1,2-a]pyridin-3-yl}propan-2-amine CC=1C=CC=2N(C1)C(=CN2)C(C)(C)N